2-(naphthalen-2-yl)-3-phenylpropionitrile C1=C(C=CC2=CC=CC=C12)C(C#N)CC1=CC=CC=C1